tertiary butyltris(dimethylamino)tin C(C)(C)(C)[Sn](N(C)C)(N(C)C)N(C)C